(2,6-dichloro-4-methoxypyridin-3-yl)but-3-en-2-one ClC1=NC(=CC(=C1CC(C=C)=O)OC)Cl